C1N(CCC2=CC=CC=C12)CC1=CC(C(=CO1)OC1CC2(C1)CCN(CC2)C(=O)OC(C)(C)C)=O tert-Butyl 2-((6-((3,4-dihydroisoquinolin-2(1H)-yl)-methyl)-4-oxo-4H-pyran-3-yl)oxy)-7-azaspiro[3.5]nonane-7-carboxylate